2-bromo-6-(ethylsulfanyl)pyridin-4-ol BrC1=NC(=CC(=C1)O)SCC